[Pd](F)F.CC1=C(C=CC(=C1)OCC1=NC=CC=C1)NC=1C=C(C(=O)NC2COC2)C=CC1 3-((2-Methyl-4-(pyridin-2-ylmethoxy)phenyl)amino)-N-(oxetan-3-yl)benzamide Palladium difluoride